ClC=1C(=CC(=C(C1)NC=1C2=C(N=CN1)C=CC(=N2)O[C@@H]2CNCC2)F)OC2CCC2 N-[5-chloro-4-(cyclobutoxy)-2-fluoro-phenyl]-6-[(3S)-pyrrolidin-3-yl]oxy-pyrido[3,2-d]pyrimidin-4-amine